2-{3-[(2R,6S)-2,6-dimethylmorpholine-4-carbonyl]-5,6-dihydrocyclopenta[c]pyrazol-1(4H)-yl}-1-{4-[3-(1-methylcyclopropyl)phenyl]piperidin-1-yl}ethan-1-one C[C@@H]1CN(C[C@@H](O1)C)C(=O)C=1C2=C(N(N1)CC(=O)N1CCC(CC1)C1=CC(=CC=C1)C1(CC1)C)CCC2